benzyl ((3-((hydroxyimino)methyl)-1-(1-(4-(propan-2-ylidene)cyclohexyl)piperidin-4-yl)-1H-indol-2-yl)methyl)carbamate ON=CC1=C(N(C2=CC=CC=C12)C1CCN(CC1)C1CCC(CC1)=C(C)C)CNC(OCC1=CC=CC=C1)=O